[2-amino-4-(trifluoromethoxy)phenyl]-[4-[2-(7-oxa-4-azaspiro[2.5]octan-6-yl)-3H-imidazo[4,5-b]pyridin-7-yl]-1-piperidyl]methanone NC1=C(C=CC(=C1)OC(F)(F)F)C(=O)N1CCC(CC1)C1=C2C(=NC=C1)NC(=N2)C2CNC1(CC1)CO2